CC1(CCCC2CCCCC12)OC(=O)C1C2C=CC(C1)C2=O 5-(1-methyldecahydronaphthalen-1-yloxycarbonyl)-7-oxo-bicyclo[2.2.1]Hept-2-ene